quinolin-3-yl-boric acid N1=CC(=CC2=CC=CC=C12)OB(O)O